2-fluoro-6-(7-fluoro-chroman-4-yl)-N-(2-oxo-1,2-dihydropyridin-4-yl)-3-(trifluoromethyl)benzamide FC1=C(C(=O)NC2=CC(NC=C2)=O)C(=CC=C1C(F)(F)F)C1CCOC2=CC(=CC=C12)F